(azetidin-1-yl)-5-(4-isobutoxybenzyl)-5-azaspiro[2.5]octan-6-one N1(CCC1)C1CC12CN(C(CC2)=O)CC2=CC=C(C=C2)OCC(C)C